4-((2S,4S)-2-(aminomethyl)-5-chloro-6-fluoro-2-phenyl-2,3-dihydrobenzofuran-4-yl)-5-fluoro-6-(2-hydroxyethoxy)-N-methylnicotinamide NC[C@@]1(OC2=C(C1)C(=C(C(=C2)F)Cl)C2=C(C(=NC=C2C(=O)NC)OCCO)F)C2=CC=CC=C2